CCC(CC)O Pentan-3-ol